(R)-2-(4-isopropyl-5-(8-methoxy-[1,2,4]triazolo[1,5-a]pyridin-6-yl)-1H-pyrazol-3-yl)-4-methyl-5-(2-methyl-4-(oxetan-3-yl)piperazin-1-yl)thiazole C(C)(C)C=1C(=NNC1C=1C=C(C=2N(C1)N=CN2)OC)C=2SC(=C(N2)C)N2[C@@H](CN(CC2)C2COC2)C